N-[(2E)-3-[imino(4-methoxyphenyl)oxo-λ6-sulfanyl]prop-2-en-1-yl]-2-oxo-1,2,5,6,7,8-hexahydroquinoline-3-carboxamide N=S(/C=C/CNC(=O)C=1C(NC=2CCCCC2C1)=O)(=O)C1=CC=C(C=C1)OC